ClC=1C=C2C=C(NC2=CC1OCC=1N=CSC1)CNC(=O)C1OCCC1 N-((5-chloro-6-(thiazol-4-ylmethoxy)-1H-indol-2-yl)methyl)tetrahydrofuran-2-carboxamide